1,4-bis[bis(1-methylethyl)phosphinyl]-2,5-dimethoxybenzene CC(C)P(=O)(C1=C(C=C(C(=C1)OC)P(=O)(C(C)C)C(C)C)OC)C(C)C